N-Hydroxy-3-(2-(3-phenoxyphenyl)quinolin-4-yl)propanamide ONC(CCC1=CC(=NC2=CC=CC=C12)C1=CC(=CC=C1)OC1=CC=CC=C1)=O